FC=1C=2N(C=C(C1)NC(=O)C=1N=CC(=NC1)C=1CCN(CC1)C(=O)OC(C)(C)C)C=C(N2)C tert-Butyl 4-[5-[(8-fluoro-2-methyl-imidazo[1,2-a]pyridin-6-yl)carbamoyl]pyrazin-2-yl]-3,6-dihydro-2H-pyridine-1-carboxylate